NCC=1C(=C(C=CC1)C1=CC(=CC=2C=COC21)COC2=C(C=CC(=C2)C(F)(F)F)CC(=O)OCC)F ethyl 2-(2-((7-(3-(aminomethyl)-2-fluorophenyl)benzofuran-5-yl)methoxy)-4-(trifluoromethyl)phenyl)acetate